N1N=CC(=C1)C=1C2=C(N=CN1)NC=C2 4-(1H-pyrazol-4-yl)-7H-pyrrolo[2,3-d]pyrimidine